ClC1=CC=CC(=N1)CC=1C=C(SC1)C(=O)C=1C=NC=NC1 5-({4-[(6-chloropyridin-2-yl)methyl]-2-thienyl}carbonyl)pyrimidin